(6,7-dichloro-1-methyl-1,3,4,5-tetrahydro-2H-pyrido[4,3-b]indol-2-yl)(5-(2-hydroxyethoxy)pyrimidin-2-yl)methanone ClC1=C(C=CC=2C3=C(NC12)CCN(C3C)C(=O)C3=NC=C(C=N3)OCCO)Cl